6-bromo-N-[5-(2,2-difluoroethoxy)-4,6-dimethoxy-pyrimidin-2-yl]-1H-indole-3-sulfonic acid amide BrC1=CC=C2C(=CNC2=C1)S(=O)(=O)NC1=NC(=C(C(=N1)OC)OCC(F)F)OC